5,6,7,8-tetrafluoro-1-phenylphthalazine FC1=C2C=NN=C(C2=C(C(=C1F)F)F)C1=CC=CC=C1